2-((trans)-4-(4-((5-(2,4-difluoro-5-methylphenyl)imidazo[1,2-a]pyridin-8-yl)amino)-1H-pyrazol-1-yl)cyclohexyl)ethan-1-ol FC1=C(C=C(C(=C1)F)C)C1=CC=C(C=2N1C=CN2)NC=2C=NN(C2)[C@@H]2CC[C@H](CC2)CCO